[2-(aminomethyl)-3,3-difluoro-allyl]-4-[[5-[6-(trifluoromethyl)-3-pyridinyl]-2-thienyl]methyl]-1,2,4-triazol-3-one trifluoroacetate salt FC(C(=O)O)(F)F.NCC(CC=1N(C(NN1)=O)CC=1SC(=CC1)C=1C=NC(=CC1)C(F)(F)F)=C(F)F